N2-((3S,4R)-3-fluoro-1-methylpiperidin-4-yl)-N4-methyl-5-(pyrazolo[1,5-a]pyrimidin-5-yl)-7H-pyrrolo[2,3-d]pyrimidine-2,4-diamine F[C@H]1CN(CC[C@H]1NC=1N=C(C2=C(N1)NC=C2C2=NC=1N(C=C2)N=CC1)NC)C